C(C=C)C1(CN(CCC1)CC1COC2=C(O1)C=CC=C2)COCC 3-allyl-1-(2,3-dihydrobenzo[1,4]dioxin-2-ylmethyl)-3-ethoxymethylpiperidine